6'-[3-(3-phenylpropanamido)propoxy]-2',3'-dihydrospiro[cyclohexane-1,1'-indene]-4-carboxylate C1(=CC=CC=C1)CCC(=O)NCCCOC1=CC=C2CCC3(C2=C1)CCC(CC3)C(=O)[O-]